{3-[(2-aminophenyl)diazenyl]phenyl}ethan-1-one NC1=C(C=CC=C1)N=NC=1C=C(C=CC1)C(C)=O